(trans)-2-[[2-chloro-5-(trifluoromethyl)pyrimidin-4-yl]amino]cyclopentanecarbonitrile ClC1=NC=C(C(=N1)N[C@H]1[C@@H](CCC1)C#N)C(F)(F)F